CNC(=O)C(=O)NC1CCNCC1 N-methyl-N'-(4-piperidinyl)oxamide